3,3',3''-[1,4,7-triazecane-1,4,7-triyltris(methylene)]tris(2-hydroxy-5-methylbenzamide) N1(CCN(CCN(CCC1)CC=1C(=C(C(=O)N)C=C(C1)C)O)CC=1C(=C(C(=O)N)C=C(C1)C)O)CC=1C(=C(C(=O)N)C=C(C1)C)O